2,6-difluoro-3-(propyl-sulfonylamino)benzoic acid FC1=C(C(=O)O)C(=CC=C1NS(=O)(=O)CCC)F